C[Si](CCCNCCN)(OCC)C Dimethylethoxy(aminoethylaminopropyl)silan